tert-butyl 3-([1,2,4]triazolo[4,3-a]pyridin-3-yl)-5-(((benzyloxy)carbonyl)amino)piperidine-1-carboxylate N=1N=C(N2C1C=CC=C2)C2CN(CC(C2)NC(=O)OCC2=CC=CC=C2)C(=O)OC(C)(C)C